triazolyl-β-mercaptoethanol N1N=NC(=C1)C(CS)O